4-Trifluoromethyl-quinazoline-6-carbamic acid tert-butyl ester C(C)(C)(C)OC(NC=1C=C2C(=NC=NC2=CC1)C(F)(F)F)=O